bis(2-pentylheptyl)6,16-dibutyl-11-(3-(diethylamino)propyl)-7,15-dioxo-8,14-dioxa-6,11,16-triazahenicosanedioate C(CCCC)C(COC(CCCCN(C(OCCN(CCOC(N(CCCCC(=O)OCC(CCCCC)CCCCC)CCCC)=O)CCCN(CC)CC)=O)CCCC)=O)CCCCC